3-((trimethylsilyl)ethynyl)thietan-3-ol C[Si](C)(C)C#CC1(CSC1)O